1,3-dimethyl-2-imiDazolidinone CN1C(N(CC1)C)=O